6-fluoro-4-methoxy-2-(4-pyridazinyl)-5-trifluoromethylpyrimidine FC1=C(C(=NC(=N1)C1=CN=NC=C1)OC)C(F)(F)F